BrC=1C=NC(=C(C(=O)NC2=CC(=C(C=C2)F)SC)C1C)N1CCC(CCC1)(F)F 5-bromo-2-(4,4-difluoroazepan-1-yl)-N-(4-fluoro-3-(methylthio)phenyl)-4-methylnicotinamide